1-(2-(4-methoxyphenyl)-6-methyl-3-(pyridin-4-yl)-6,7-dihydropyrazolo[1,5-a]pyrazin-5(4H)-yl)prop-2-en-1-one COC1=CC=C(C=C1)C1=NN2C(CN(C(C2)C)C(C=C)=O)=C1C1=CC=NC=C1